F[C@H]1[C@]2(CC[C@@](C[C@@H]1C(=C)C1=CC=C(N=N1)C1=C(C=C(C=C1)N1C=NC=C1)O)(N2)C)C 2-(6-(1-((1R,2R,3R,5S)-2-fluoro-1,5-dimethyl-8-azabicyclo[3.2.1]octan-3-yl)vinyl)pyridazin-3-yl)-5-(1H-imidazol-1-yl)phenol